3-(7-fluoro-5-(methylsulfonyl)-1-oxoisoindolin-2-yl)piperidine-2,6-dione FC=1C=C(C=C2CN(C(C12)=O)C1C(NC(CC1)=O)=O)S(=O)(=O)C